[Zn].S1C=NC2=C1C=CC=C2 benzothiazole zinc salt